O-[(2-chloro-3-fluoro-4-pyridyl)-(5-methoxy-4-methyl-3-pyridyl)methyl] methylsulfanylmethanethioate CSC(OC(C=1C=NC=C(C1C)OC)C1=C(C(=NC=C1)Cl)F)=S